C1(CC1)N(C)CC=1NC2=CC(=CC=C2C1)CNC(=O)C=1N=C2N(C(C1)=O)C=CC=C2 N-[[2-[(cyclopropyl-methylamino)methyl]-1H-indol-6-yl]methyl]-4-oxo-pyrido[1,2-a]pyrimidine-2-carboxamide